(3aR,5R,6S,6aR)-6-(benzyloxy)-5-((R)-2,2-dimethyl-1,3-dioxolan-4-yl)-2,2-dimethyltetrahydrofuro[2,3-d][1,3]dioxole C(C1=CC=CC=C1)O[C@H]1[C@H](O[C@@H]2OC(O[C@@H]21)(C)C)[C@@H]2OC(OC2)(C)C